9,9-dioctyloxy-2-acetyloxynonane C(CCCCCCC)OC(CCCCCCC(C)OC(C)=O)OCCCCCCCC